BrC1=C(C(NO)=N)C=CC(=C1)OC1=NC=CC=C1 2-bromo-N-hydroxy-4-(pyridin-2-yloxy)benzimidamide